(5-bromo-1-ethyl-1H-pyrazol-4-yl)(5-iodo-1H-imidazol-4-yl)methanol BrC1=C(C=NN1CC)C(O)C=1N=CNC1I